C(#CCC)C1SCCCS1 2-(but-1-yn-1-yl)-1,3-dithiane